ClC=1N=NN(C1)C1=CC=C(C(=C1CNC(=O)C=1N=NN(C1)CC=1N=C2N(C=C(C=C2)C2CC2)C1)F)OC N-(6-(4-chloro-1H-1,2,3-triazol-1-yl)-2-fluoro-3-methoxybenzyl)-1-((6-cyclopropylimidazo[1,2-a]pyridin-2-yl)methyl)-1H-1,2,3-triazole-4-carboxamide